5-(4-chloro-3-(phenylethynyl)phenoxy)-1H-1,2,3-triazole-4-carboxylic acid ClC1=C(C=C(OC2=C(N=NN2)C(=O)O)C=C1)C#CC1=CC=CC=C1